CSC=1C=C(C=CC1C1(CC(=C(C2=CC=CC=C12)O)\N=N\[H])S(=O)(=O)O)C1=CC(=C(C=C1)C1(CC(=C(C2=CC=CC=C12)O)\N=N\[H])S(=O)(=O)O)SC 1,1'-(3,3'-dimethylthio[1,1'-biphenyl]-4,4'-diyl)bis{4-hydroxy-3-[(E)-diazenyl]naphthalene-1-sulfonic acid}